N-(2-(1,3-dioxolan-2-yl)ethyl)-3,4-difluoroaniline O1C(OCC1)CCNC1=CC(=C(C=C1)F)F